4-(1-adamantyl)-2,3-difluoro-phenol C12(CC3CC(CC(C1)C3)C2)C2=C(C(=C(C=C2)O)F)F